3-((R)-4-amino-6-(((1r,3R)-3-methoxycyclobutyl)(methyl)amino)pyrido[3,4-d]pyrimidin-8-yl)-2,4-dimethylphenol NC=1C2=C(N=CN1)C(=NC(=C2)N(C)C2CC(C2)OC)C=2C(=C(C=CC2C)O)C